tert-Butyl (2-phenylpyrazolo[1,5-a]pyridin-6-yl)carbamate C1(=CC=CC=C1)C1=NN2C(C=CC(=C2)NC(OC(C)(C)C)=O)=C1